3-methoxy-N-(6-(5-methyl-6,7-dihydro-5H-pyrrolo[2,1-c][1,2,4]triazol-3-yl)pyridin-2-yl)-1-(pyrazin-2-yl)-1H-pyrazole-4-carboxamide COC1=NN(C=C1C(=O)NC1=NC(=CC=C1)C=1N2C(=NN1)CCC2C)C2=NC=CN=C2